FC(C(C)(C1=CC(=CC=C1)I)C1=CN=C(N1)C=1C=C(OC=2C(=C3C=CNC3=CC2F)S(=O)(=O)C)C=CC1F)F 5-(3-(5-(1,1-difluoro-2-(3-iodophenyl)propan-2-yl)-1H-imidazol-2-yl)-4-fluorophenoxy)-6-fluoro-4-(methylsulfonyl)-1H-indole